N,N-Distearyl-N,N-dimethylammonium bromid tertiary butyl-3-(2-(benzyloxy)ethoxy)azetidin-1-carboxylate C(C)(C)(C)OC(=O)N1CC(C1)OCCOCC1=CC=CC=C1.[Br-].C(CCCCCCCCCCCCCCCCC)[N+](C)(C)CCCCCCCCCCCCCCCCCC